2-[(4-{7-[(1S,3S,4R,6R)-6-(cyclopropylmethyl)-2-azabicyclo[2.2.2]octane-3-carbonyl]-2,7-diazaspiro[3.5]non-2-yl}pyrimidin-5-yl)oxy]-5-fluoro-N,N-di(propan-2-yl)benzamide C1(CC1)C[C@@H]1C[C@@H]2[C@H](N[C@H]1CC2)C(=O)N2CCC1(CN(C1)C1=NC=NC=C1OC1=C(C(=O)N(C(C)C)C(C)C)C=C(C=C1)F)CC2